(1r,3r)-N-((6-fluoroisoquinolin-5-yl)methyl)-3-((4-(trifluoromethyl)thiazol-2-yl)oxy)cyclobutan-1-amine FC=1C(=C2C=CN=CC2=CC1)CNC1CC(C1)OC=1SC=C(N1)C(F)(F)F